4-[5-(2,6-dioxocyclohexanecarbonyl)-3-methyl-6-oxo-pyridazin-1-yl]-N,N-dimethyl-butyramide O=C1C(C(CCC1)=O)C(=O)C1=CC(=NN(C1=O)CCCC(=O)N(C)C)C